4-chloro-N-cyclobutyl-2-(piperazin-1-yl)benzo-[d]thiazole-6-carboxamide ClC1=CC(=CC2=C1N=C(S2)N2CCNCC2)C(=O)NC2CCC2